BrC=1C=CC(=NC1COC)C(=O)NN 5-bromo-6-(methoxymethyl)pyridineformylhydrazine